tert-butyl 4-(4-chloropyridin-2-yl)-4,4-difluorobutanoate ClC1=CC(=NC=C1)C(CCC(=O)OC(C)(C)C)(F)F